C1=2C=3N=NN=NC3C=CC2CC=2C(CCCCC21)=O tetraazatetracyclo[8.8.0.02,7.012,18]octadeca-1(10),2(7),3,5,8,12(18)-hexaen-13-one